1H-pyrazolo[4,3-d]pyrimidine-3-carbonitrile N1N=C(C=2N=CN=CC21)C#N